FC=1C=NC=CC1NC=1C=NC=2CCN(CC2C1)C=1C(=CC=2N(N1)C(C=C(N2)C(F)(F)F)=O)C 7-(3-((3-fluoropyridin-4-yl)amino)-7,8-dihydro-1,6-naphthyridin-6(5H)-yl)-8-methyl-2-(trifluoromethyl)-4H-pyrimido[1,2-b]pyridazin-4-one